(3aR,7aS)-3a-methoxy-2-methyl-octahydro-1H-pyrrolo[3,4-c]pyridin-1-one CO[C@@]12CNCC[C@@H]1C(N(C2)C)=O